CNC(O[C@@H]1CC[C@H](CC1)C(N(C[C@@H]1CC[C@H](CC1)C1=CC(=C(C=C1)OC)C)C1=CC(=CC=C1)C=1N=C(OC1)C(C)C)=O)=O trans-4-((3-(2-Isopropyloxazol-4-yl)phenyl)((trans-4-(4-methoxy-3-methylphenyl)cyclohexyl) methyl)carbamoyl)cyclohexyl methylcarbamate